(R)-2-cyclopropyl-4-((1-(5-fluoro-2-methoxypyridin-4-yl)pyrrolidin-3-yl)methoxy)pyrimidine-5-carbonitrile C1(CC1)C1=NC=C(C(=N1)OC[C@H]1CN(CC1)C1=CC(=NC=C1F)OC)C#N